4-(2,2-bis(2-hydroxyphenyl)-vinyl)-1-methylpyridine bromide [Br-].OC1=C(C=CC=C1)C(=CC1=CCN(C=C1)C)C1=C(C=CC=C1)O